ClC=1C=C2C=C(C=NC2=CC1)C(=O)NC1CCC(N(C1)C(=O)[O-])C=1OC(=NN1)OCCOC(F)(F)F 5-(6-chloroquinoline-3-amido)-2-{5-[2-(trifluoromethoxy)ethoxy]-1,3,4-oxadiazol-2-yl}piperidine-1-carboxylate